CN1N=NN=C1[C@H](NC(=O)NC1CC2(C1)CCC2)C2=CC(=CC=C2)C(F)(F)F |r| (±)-1-[(1-methyl-1H-tetrazol-5-yl)-(3-trifluoromethyl-phenyl)-methyl]-3-spiro[3.3]hept-2-yl-urea